4-hydroxy-3-(methoxymethyl)chroman-6-carboxylic acid methyl ester COC(=O)C=1C=C2C(C(COC2=CC1)COC)O